2-methyl-6-(1-methyl-5-((((4-nitrophenoxy)carbonyl)oxy)methyl)-1H-1,2,3-triazol-4-yl)nicotinic acid methyl ester COC(C1=C(N=C(C=C1)C=1N=NN(C1COC(=O)OC1=CC=C(C=C1)[N+](=O)[O-])C)C)=O